2,3-Difluorophenylacetaldehyde FC1=C(C=CC=C1F)CC=O